(S)-2-((tert-Butyldimethylsilyl)oxy)propanoic acid ethyl ester C(C)OC([C@H](C)O[Si](C)(C)C(C)(C)C)=O